1-[(3S)-morpholin-3-ylmethoxy]-7-(prop-2-yloxy)isoquinoline-6-carboxamide N1[C@@H](COCC1)COC1=NC=CC2=CC(=C(C=C12)OC(C)C)C(=O)N